Cl.Cl.NC1=C(C=C(C=C1)CC(=O)N1CCOCC1)N1CCCCC1 2-(4-amino-3-(piperidin-1-yl)phenyl)-1-morpholinoethane-1-one dihydrochloride